tert-butyl 2-bromo-3-(1H-pyrrolo[2,3-b]pyridin-4-yl)-6,7-dihydropyrazolo[1,5-a]pyrazine-5(4H)-carboxylate BrC1=NN2C(CN(CC2)C(=O)OC(C)(C)C)=C1C1=C2C(=NC=C1)NC=C2